COC1=CC=C2CC(=C(OC2=C1)C1=CC=CC=C1)C1=CC=CC=C1 7-methoxy-2,3-diphenyl-4H-Chromen